tert-butyl-3-fluoro-3-[methoxy(methyl)carbamoyl]azetidine C(C)(C)(C)N1CC(C1)(C(N(C)OC)=O)F